CN(C=1C=C2CCC[C@H](C2=CC1)CNC=1C=NC=CC1C(=O)O)C1=CC=C(C=C1)N1CCOCC1 3-({[(1R)-6-{methyl-[4-(morpholin-4-yl)phenyl]amino}-1,2,3,4-tetrahydronaphthalen-1-yl]methyl}amino)pyridine-4-carboxylic acid